(4-methoxybenzyl)pyrimidine-2,4,5-triamine COC1=CC=C(CC2=C(C(=NC(=N2)N)N)N)C=C1